2,5-dimethyl-1H-pyrrole-3-carboxylic acid CC=1NC(=CC1C(=O)O)C